5-((3-hydroxyazetidin-1-yl)methyl)pyrimidin OC1CN(C1)CC=1C=NC=NC1